2-(3-(2-hydroxyethyl)piperidin-1-yl)-N-(4-(3-(piperidin-1-yl)cyclobutoxy)phenyl)acetamide OCCC1CN(CCC1)CC(=O)NC1=CC=C(C=C1)OC1CC(C1)N1CCCCC1